(R)-1-(4-fluorobenzyl)-3-(4-(4-hydroxyphenyl)piperidin-1-yl)pyrrolidin-2-one FC1=CC=C(CN2C([C@@H](CC2)N2CCC(CC2)C2=CC=C(C=C2)O)=O)C=C1